5-{(5aR,6R,7R,8aS)-7-hydroxy-6-[(1E,3R)-3-hydroxy-4-phenoxy-1-buten-1-yl]-5,5a,6,7,8,8a-hexahydro-2H-cyclopenta[b]oxepin-3-yl}pentanoic Acid O[C@H]1[C@@H]([C@@H]2[C@@H](OCC(=CC2)CCCCC(=O)O)C1)\C=C\[C@H](COC1=CC=CC=C1)O